(S)-2-(cyanomethyl)-4-(7-(8-methylnaphthalen-1-yl)-2-(((S)-1-methylpyrrolidin-2-yl)methoxy)-5,6,7,8-tetrahydropyrido[3,4-d]pyrimidin-4-yl)piperazine-1-carbonyl chloride C(#N)C[C@@H]1N(CCN(C1)C=1C2=C(N=C(N1)OC[C@H]1N(CCC1)C)CN(CC2)C2=CC=CC1=CC=CC(=C21)C)C(=O)Cl